FC1=CC(=CC2=C(N(N=C12)C)C(C)C)C1=NC(=NC=C1)NC1=CC=C(C=N1)CN1CCN(CC1)C=O 4-((6-((4-(7-fluoro-3-isopropyl-2-methyl-2H-indazol-5-yl)pyrimidin-2-yl)amino)pyridin-3-yl)methyl)piperazine-1-carbaldehyde